3-(DIMETHYLAMINO)PROPYL BIS(8-(DIDECYLAMINO)-8-OXOOCTYL)CARBAMATE C(CCCCCCCCC)N(C(CCCCCCCN(C(OCCCN(C)C)=O)CCCCCCCC(N(CCCCCCCCCC)CCCCCCCCCC)=O)=O)CCCCCCCCCC